di-isopropylamine C(C)(C)NC(C)C